FC1(CN(CC[C@H]1NC1=NN2C(C(=N1)OC)=C(C=C2[2H])C=2C=CC1=C(N(N=N1)CCF)C2)C(C)=O)F (R)-1-(3,3-difluoro-4-((5-(1-(2-fluoroethyl)-1H-benzo[d][1,2,3]triazol-6-yl)-4-methoxypyrrolo[2,1-f][1,2,4]triazin-2-yl-7-d)amino)piperidin-1-yl)ethan-1-one